((2,2-difluorobenzo[d][1,3]dioxol-5-yl)(8-hydroxy-5-methylquinolin-7-yl)methyl)-6-((2-(1-methyl-2,6-dioxopiperidin-3-yl)-1,3-dioxoisoindolin-4-yl)amino)hexanamide FC1(OC2=C(O1)C=CC(=C2)C(C2=CC(=C1C=CC=NC1=C2O)C)C(C(=O)N)CCCCNC2=C1C(N(C(C1=CC=C2)=O)C2C(N(C(CC2)=O)C)=O)=O)F